(3aS-cis)-1,2,3,3a,8,8a-Hexahydro-1,3a,8-trimethylpyrrolo[2,3-b]indol-5-ol methylcarbamate CNC(=O)OC=1C=C2[C@]3([C@@H](N(C2=CC1)C)N(CC3)C)C